4-((4-(azetidin-3-yl)butyl)amino)-2-(2,6-dioxopiperidin-3-yl)isoindoline-1,3-dione N1CC(C1)CCCCNC1=C2C(N(C(C2=CC=C1)=O)C1C(NC(CC1)=O)=O)=O